O[C@H]1CN(CC[C@H]1NC1=NC=C(C=C1)C(F)(F)F)S(=O)(=O)C1=CC=C(C=C1)C1=CC(=NC=C1)C(=O)OC Methyl 4-(4-(((3S,4R)-3-hydroxy-4-((5-(trifluoromethyl)pyridin-2-yl)amino)piperidin-1-yl)sulfonyl)phenyl)picolinate